1-(benzenesulfonyl)-6-benzyloxypyrrolo[2,3-b]pyridine C1(=CC=CC=C1)S(=O)(=O)N1C=CC=2C1=NC(=CC2)OCC2=CC=CC=C2